C1(=CCCCC1)C=1C=NC=CC1C(=O)O 3-(cyclohex-1-en-1-yl)pyridine-4-carboxylic acid